ClC=1C=C2C(=NC=NC2=C(C1)C(F)(F)F)NC(C)C=1N(N=CN1)C1=NC=C(C=C1)OC(F)F 6-chloro-N-[1-[2-[5-(difluoromethoxy)-2-pyridyl]-1,2,4-triazol-3-yl]ethyl]-8-(trifluoromethyl)quinazolin-4-amine